(E)-6-(6-(ethoxy-d5)pyridin-3-yl)-N'-((2-fluoro-5-(methoxy-d3)pyridin-3-yl)methylene)pyrazine-2-carbohydrazide C(C([2H])([2H])[2H])(OC1=CC=C(C=N1)C1=CN=CC(=N1)C(=O)N/N=C/C=1C(=NC=C(C1)OC([2H])([2H])[2H])F)([2H])[2H]